ClC1=CC(=C(C=C1)COC1=CC=C2C=CC(=CC2=C1)CC1=NC2=C(N1C[C@H]1OCC1)C(=C(C=C2)C(=O)O)F)F 2-({7-[(4-chloro-2-fluorophenyl)methoxy]naphthalen-2-yl}methyl)-7-fluoro-1-{[(2S)-oxetan-2-yl]methyl}-1H-1,3-benzodiazole-6-carboxylic acid